C(C)(C)(C)N1N=CC2=CC=CC(=C12)C(C(=O)O)N1CC(C1)OCCCCCC1=NC=2NCCCC2C=C1 2-(1-tert-butyl-1H-indazol-7-yl)-2-(3-(5-(5,6,7,8-tetrahydro-1,8-naphthyridin-2-yl)pentyloxy)azetidin-1-yl)acetic acid